OC=1C=C(C=NC1)C1=CC=C(C=C1)C(C)N1CCN(CC1)C1=CC=C(C(=O)NS(=O)(=O)C2=CC(=C(C=C2)NCCSC2=CC=CC=C2)[N+](=O)[O-])C=C1 4-[4-[1-[4-(5-hydroxypyridin-3-yl)phenyl]ethyl]piperazin-1-yl]-N-[3-nitro-4-(2-phenylsulfanylethylamino)phenyl]sulfonylbenzamide